Cl.O=C1N(CC2=CC(=CC=C12)C1CCNCC1)C1C(NC(CC1)=O)=O 3-[1-oxo-5-(4-piperidyl)isoindolin-2-yl]piperidine-2,6-dione hydrochloride